bromoestrene BrC[C@@]12C=CC[C@H]1[C@@H]1CCC3CCCC[C@@H]3[C@H]1CC2